C[C@H](CCCC(C)C)[C@H]1CC[C@@H]2[C@@]1(CC[C@H]3C2=CC[C@@H]4[C@@]3(CC[C@@H]([C@@]4(C)C(=O)O)O)C)C The molecule is a steroid acid consisting of 3beta-hydroxy-4beta-methyl-5alpha-cholest-7-ene having a carboxy group at the 4-position. It is a steroid acid, a 3beta-hydroxy steroid and a hydroxy monocarboxylic acid. It is a conjugate acid of a 3beta-hydroxy-4beta-methyl-5alpha-cholest-7-ene-4alpha-carboxylate. It derives from a hydride of a 5alpha-cholestane.